C(C)(C)(C)OC(=O)N1C[C@H]([C@H](CC1)C1=CC=C(C=C1)OC)COS(=O)(=O)C |r| (+/-)-cis-4-(4-methoxyphenyl)-3-{[(methylsulfonyl)oxy]-methyl}piperidine-1-carboxylic acid tert-butyl ester